4-hydroxy-1-(perfluoro-[1,1'-biphenyl]-4-yl)-3-(2,2,2-trifluoroethan-1-on-1-yl)-[1]benzothieno[3,2-h]quinolin OC1=C(CN(C2=C3C(=CC=C12)C1=C(S3)C=CC=C1)C1=C(C(=C(C(=C1F)F)C1=C(C(=C(C(=C1F)F)F)F)F)F)F)C(C(F)(F)F)=O